C[C@@H]1O[C@@H](CN(C1)C1=NC(=C2N1C1=CC(=CC=C1N=C2)C=2C=CC(=NC2)N2CCC(CC2)N(C)C)C)C 1-(5-(1-((2S,6R)-2,6-dimethylmorpholino)-3-methylimidazo[1,5-a]quinoxalin-8-yl)pyridin-2-yl)-N,N-dimethylpiperidin-4-amine